N[C@@H](CCC(N)=O)C(=O)N[C@H](CC1=CN(C2=CC=CC=C12)C)C(=O)O Nα-(L-glutaminyl)-1-methyl-D-tryptophan